6-Methoxy-1-(3-phenylpropyl)-2-(p-tolyl)-1H-benzo[d]imidazole COC=1C=CC2=C(N(C(=N2)C2=CC=C(C=C2)C)CCCC2=CC=CC=C2)C1